N-(4-fluoro-3-methoxy-phenyl)-N-methyl-benzimidazole-5-carboxamide FC1=C(C=C(C=C1)N(C(=O)C1=CC2=C(N=CN2)C=C1)C)OC